COCCOC1=CC2=C(N(C=N2)C2=NC3=C(C=CC=C3C=C2)N2CCC(CC2)N)C=C1 1-(2-(5-(2-Methoxyethoxy)benzimidazol-1-yl)quinolin-8-yl)piperidin-4-ylamine